ClC1=CC=C(C=C1)CCC(=O)NC1=C(C(=NN1)C1=CC=NC=C1)OC 3-(4-Chlorophenyl)-N-(4-methoxy-3-(pyridin-4-yl)-1H-pyrazol-5-yl)propanamide